3-trifluoromethylbenzothiophene FC(C1=CSC2=C1C=CC=C2)(F)F